7-bromo-3-methoxy-8-methyl-1H-quinoxalin-one BrC1=CC=C2N=C(C(NC2=C1C)=O)OC